ClC=1C=CC(=C(C1)C=1C=2N(N=C(C1)C)C(=CC2)C(=O)O)OCCN2C(=NC1=C(C2=O)CN(CC1)C)C 4-[5-chloranyl-2-[2-[2,6-di(methyl)-4-oxidanylidene-7,8-dihydro-5H-pyrido[4,3-d]pyrimidin-3-yl]ethoxy]phenyl]-2-methyl-pyrrolo[1,2-b]pyridazine-7-carboxylic acid